6-((1S,3R)-2-(bicyclo[1.1.1]pentan-1-yl)-3-methyl-2,3,4,9-tetrahydro-1H-pyrido[3,4-b]indol-1-yl)-N-(1-(3-fluoropropyl)azetidin-3-yl)-5-methoxypyridin-3-amine C12(CC(C1)C2)N2[C@@H](C=1NC3=CC=CC=C3C1C[C@H]2C)C2=C(C=C(C=N2)NC2CN(C2)CCCF)OC